C(C1=CC=CC=C1)C1N=C2SC=C(N2C1)CSC=1NC2=CC=C(C=C2CN1)Cl 6-benzyl-3-(((6-chloro-1,4-dihydroquinazolin-2-yl)thio)methyl)-5,6-dihydroimidazo[2,1-b]thiazole